ethyl 2-(((R)-3-(5-(difluoromethyl)-2-fluorophenyl)-5-(piperidin-1-yl)pentyl)-(methyl)amino)-2-(3-methyl-2-((1r,4R)-4-(trifluoromethoxy)cyclohexyl)phenyl)acetate FC(C=1C=CC(=C(C1)[C@@H](CCN(C(C(=O)OCC)C1=C(C(=CC=C1)C)C1CCC(CC1)OC(F)(F)F)C)CCN1CCCCC1)F)F